6-(1H-pyrazol-3-yl)-1H-pyrazolo[3,4-d]pyrimidin-4(5H)-one N1N=C(C=C1)C=1NC(C2=C(N1)NN=C2)=O